dibutyltin dioleylmaleate C(CCCCCCC\C=C/CCCCCCCC)/C(=C(/C(=O)[O-])\CCCCCCCC\C=C/CCCCCCCC)/C(=O)[O-].C(CCC)[Sn+2]CCCC